N1CC(OCC1)=O 2-morpholinoN